CC(C(CCN)C)N 1,2-dimethylbutane-1,4-diamine